C(=O)O.C(=O)O.N=1C=CN2C1SC1=C2C=CC(=C1)C(=O)N benzo[d]imidazo[2,1-b]thiazole-7-carboxamide diformate